5-((2-(4-((4-chloro-3-(2-hydroxyethoxy)benzyl)amino)butoxy)ethyl)amino)benzo[c][2,6]naphthyridine-8-carboxamide ClC1=C(C=C(CNCCCCOCCNC2=NC3=C(C4=CN=CC=C24)C=CC(=C3)C(=O)N)C=C1)OCCO